ClC1=CC(=C(CN2C(NCC2=O)=O)C=C1F)F 3-(4-chloro-2,5-difluorobenzyl)imidazolidine-2,4-dione